2-(5-(3-(5-(4-((2-(((Benzyloxy)carbonyl)(methyl)amino)ethyl)sulfonyl)-2-(3-iodophenyl)butan-2-yl)-1H-imidazol-2-yl)-4-fluorophenoxy)-6-fluoro-1H-indol-4-yl)acetic acid C(C1=CC=CC=C1)OC(=O)N(CCS(=O)(=O)CCC(C)(C1=CC(=CC=C1)I)C1=CN=C(N1)C=1C=C(OC=2C(=C3C=CNC3=CC2F)CC(=O)O)C=CC1F)C